[Si](C)(C)(C(C)(C)C)OCC1CCC(CC1)C=O (1r,4r)-4-(((tert-butyldimethylsilyl)oxy)methyl)cyclohexane-1-carbaldehyde